2-[3,5-dichloro-4-[[1-(2-methoxyethyl)-6-oxo-1,6-dihydropyridin-3-yl]oxy]phenyl]-3,5-dioxo-1,2,4-triazine-6-carbonitrile ClC=1C=C(C=C(C1OC1=CN(C(C=C1)=O)CCOC)Cl)N1N=C(C(NC1=O)=O)C#N